(biphenyl-4-yl)-(3',5'-diphenyl-1,1':2',1''-terphenyl-3''-yl)-(phenanthren-9-yl)-amine C1(=CC=C(C=C1)N(C=1C2=CC=CC=C2C=2C=CC=CC2C1)C=1C=C(C=CC1)C=1C(=CC(=CC1C1=CC=CC=C1)C1=CC=CC=C1)C1=CC=CC=C1)C1=CC=CC=C1